pinan-2(10)-ene C12C(CCC(C1(C)C)C2)=C